1,2-bis(4-(pyridin-4-yl)phenyl)ethane-1,2-dione N1=CC=C(C=C1)C1=CC=C(C=C1)C(C(=O)C1=CC=C(C=C1)C1=CC=NC=C1)=O